6-(3-amino-5-chloro-pyrazin-2-yl)sulfanyl-5-chloro-3-(2-methoxyethyl)quinazolin-4-one NC=1C(=NC=C(N1)Cl)SC=1C(=C2C(N(C=NC2=CC1)CCOC)=O)Cl